FC=1C(=NC(=CC1)F)NC1=NC=CC=C1C1=NC(=C(C(=N1)C(=O)OC)OC)C1=C2C=NN(C2=CC=C1C)C1OCCCC1 methyl 2-[2-[(3,6-difluoro-2-pyridyl)amino]-3-pyridyl]-5-methoxy-6-(5-methyl-1-tetrahydropyran-2-yl-indazol-4-yl)pyrimidine-4-carboxylate